FC=1C=CC(=NC1)CNC(=O)NC1=C(C=C(C=C1)C(C)N1C(=NC=C1)C)OC 1-((5-fluoropyridin-2-yl)methyl)-3-(2-methoxy-4-(1-(2-methyl-1H-imidazol-1-yl)ethyl)phenyl)urea